N-[5-(difluoromethoxy)-4,6-dimethoxy-pyrimidin-2-yl]-6-(difluoromethyl)-7-pyrazol-1-yl-1H-indole-3-sulfonic acid amide FC(OC=1C(=NC(=NC1OC)NS(=O)(=O)C1=CNC2=C(C(=CC=C12)C(F)F)N1N=CC=C1)OC)F